ClC=1C=C(C=CC1OCC1=NC=CC=C1)NC1=NC=NC2=CC=C(C(=C12)OCCC)NC(C=CC1N(CCC1)C)=O N-(4-((3-chloro-4-(pyridin-2-ylmethoxy)phenyl)amino)-5-propoxyquinazolin-6-yl)-3-(1-methylpyrrolidin-2-yl)acrylamide